FC(COC1=C(C=CC=C1)C=1C(C(=CN(N1)CC1COC1)C(=O)NC1=C(C=C(C=C1)F)F)=O)F 6-[2-(2,2-difluoroethoxy)phenyl]-N-(2,4-difluorophenyl)-2-[(oxetan-3-yl)methyl]-5-oxo-2,5-dihydropyridazine-4-carboxamide